C(C)(=O)OC(C=O)C 1-oxopropan-2-yl acetate